tert-Butyl ((1s,3s)-3-aminocyclobutyl)carbamate CC(C)(C)OC(=O)NC1CC(C1)N